(1-((4-nitrophenyl)sulfonyl)pyrrolidin-3-yl)methanone [N+](=O)([O-])C1=CC=C(C=C1)S(=O)(=O)N1CC(CC1)C=O